CC1/C(/C2=CC=CC=C2C1)=N/O N-[(1Z)-2-methyl-2,3-dihydroinden-1-ylidene]hydroxylamine